FC(CN1N=C(N=N1)CN1CC2(C1)CNC2)(F)F 2-[[2-(2,2,2-trifluoroethyl)tetrazol-5-yl]methyl]-2,6-diazaspiro[3.3]heptane